ClC1=C(OC=2C=CC(=C(C2)C(=O)C=2C=NN(C2O)C)[N+](=O)[O-])C=CC(=C1)C(F)(F)F (5-(2-chloro-4-(trifluoromethyl)phenoxy)-2-nitrophenyl)(5-hydroxy-1-methyl-1H-pyrazol-4-yl)methanone